3-{4-[4-(tert-Butylamino-methyl)-benzyloxy]-1-oxo-1,3-dihydro-isoindol-2-yl}-piperidine-2,6-dione C(C)(C)(C)NCC1=CC=C(COC2=C3CN(C(C3=CC=C2)=O)C2C(NC(CC2)=O)=O)C=C1